4-(4-hydroxy-2,6-dimethoxyphenyl)-3-(4-hydroxyphenyl)chroman-7-ol OC1=CC(=C(C(=C1)OC)C1C(COC2=CC(=CC=C12)O)C1=CC=C(C=C1)O)OC